tert-butyl 6-[7-[2-[2-[2-[(E)-benzylideneamino]ethoxy]ethoxy]-4-fluoro-phenyl]thieno[2,3-d]pyridazin-4-yl]-3,4-dihydro-1H-isoquinoline-2-carboxylate C(/C1=CC=CC=C1)=N\CCOCCOC1=C(C=CC(=C1)F)C=1N=NC(=C2C1SC=C2)C=2C=C1CCN(CC1=CC2)C(=O)OC(C)(C)C